6-methyl-2,6-di-iso-propyl-1,3-cyclohexadiene CC1(CC=CC(=C1)C(C)C)C(C)C